O=C1NC(CCC1N1CC2=CC(=C(C=C2C1)F)N1CCN(CC1)CC1CCN(CC1)C1=C(C=C(C(=C1)OC)[N+](=O)[O-])C=1C=NN(C1)C)=O 2-(2,6-dioxopiperidin-3-yl)-5-fluoro-6-(4-((1-(5-methoxy-2-(1-methyl-1H-pyrazol-4-yl)-4-nitrophenyl)piperidin-4-yl)methyl)piperazin-1-yl)isoindoline